C1(CC1)C1=CC=CC=N1 6-cyclopropylpyridin